(E)-6-ethylidene-3alpha-hydroxy-7-keto-5beta-cholestane C(/C)=C/1\C([C@H]2[C@@H]3CC[C@H]([C@@H](CCCC(C)C)C)[C@]3(CC[C@@H]2[C@]2(CC[C@H](C[C@@H]12)O)C)C)=O